Tert-butyl 2-(2-(4-(((3R,3aR,6R,6aR)-6-(benzyloxy)hexahydrofuro[3,2-b]furan-3-yl)oxy)phenyl)-6-oxo-5-((3-phenylpropyl)amino)pyrimidin-1(6H)-yl)acetate C(C1=CC=CC=C1)O[C@@H]1CO[C@H]2[C@@H]1OC[C@H]2OC2=CC=C(C=C2)C=2N(C(C(=CN2)NCCCC2=CC=CC=C2)=O)CC(=O)OC(C)(C)C